ON=C(C(C)P(O)(=O)CCC)C (3-(hydroxyimino)butan-2-yl)(propyl)phosphinic acid